6-cyclopropyl-1-(methoxymethyl)isoindoline C1(CC1)C1=CC=C2CNC(C2=C1)COC